C(C)(C)(C)N1N=C(C=C1NC(CC1=CC(=NO1)C)=O)[C@H]1C[C@@H]([C@H](C1)F)O[Si](C1=CC=CC=C1)(C1=CC=CC=C1)C(C)(C)C |r| rac-N-(1-(tert-butyl)-3-((1S,3S,4S)-3-((tert-butyldiphenylsilyl)oxy)-4-fluorocyclopentyl)-1H-pyrazol-5-yl)-2-(3-methylisoxazol-5-yl)acetamide